N-(1-(2-(tert-butylamino)-2-oxoethyl)-3-(5-chloro-2-methoxyphenyl)-1H-pyrazol-4-yl)pyrazolo[1,5-a]pyrimidine-3-carboxamide C(C)(C)(C)NC(CN1N=C(C(=C1)NC(=O)C=1C=NN2C1N=CC=C2)C2=C(C=CC(=C2)Cl)OC)=O